(Z)-2-(3-cyanoindol-1-yl)-3-[(3,4-dimethyl-5-oxo-2H-furan-2-yl)oxy]-N-methyl-prop-2-enamide C(#N)C1=CN(C2=CC=CC=C12)\C(\C(=O)NC)=C/OC1OC(C(=C1C)C)=O